C(C)(C)(C)OC(=S)N1[C@@H](C2(C1)CC(C2)OC)C (1r,4s,6s)-6-methoxy-1-methyl-2-azaspiro[3.3]heptane-2-thiocarboxylic acid-O-tert-butyl ester